C(#N)C1=C(C(=C(C(=C1)C(C)C)NC(=O)NS(=O)(=O)C1=CC2=C(B(OC2C)O)C=C1)C(C)C)F N-((4-cyano-3-fluoro-2,6-diisopropylphenyl)carbamoyl)-1-hydroxy-3-methyl-1,3-dihydrobenzo[c][1,2]oxaborole-5-sulfonamide